4-chlorophenyl phosphate bis-meglumine salt N(C)C[C@H](O)[C@@H](O)[C@H](O)[C@H](O)CO.N(C)C[C@H](O)[C@@H](O)[C@H](O)[C@H](O)CO.P(=O)(OC1=CC=C(C=C1)Cl)(O)O